CN1C=NC2=CC=C(C(=C2C1=O)C)NC=1C(=C(C=CC1F)CCCS(=O)(=O)N)F 3-((3,5-dimethyl-4-oxo-3,4-dihydro-quinazolin-6-yl)amino-2,4-difluorophenyl)propane-1-sulfonamide